COC1=CC=C(C(=O)[Ge](CC)(CC)C(C2=CC=C(C=C2)OC)=O)C=C1 bis(4-methoxybenzoyl)diethyl-germane